ClC1=NC(=C(C(=N1)NCCC1=CNC2=CC=CC=C12)OCCNC1COC1)Cl 2,6-dichloro-N-[2-(1H-indol-3-yl)ethyl]-5-[2-(oxetan-3-ylamino)ethoxy]pyrimidin-4-amine